FC=1C=C(OCC=2N=C3N(C=C(C=N3)C3=CC(=NC=C3)F)C2)C=CC1 2-[(3-fluorophenoxy)methyl]-6-(2-fluoro-4-pyridinyl)imidazo[1,2-a]pyrimidine